C(C1=CC=CC=C1)OC1=C(C=C(C=C1)CC(=O)N(C)C)C=1C2=C(C(N(C1)C)=O)NC=C2 2-[4-(benzyloxy)-3-(6-methyl-7-oxo-6,7-dihydro-1H-pyrrolo[2,3-c]pyridin-4-yl)phenyl]-N,N-dimethylacetamide